OC1CS(C1)(=O)=O 3-hydroxy-thietane-1,1-dioxide